2-((2-amino-5-((2-bromo-5-iso-propyl-pyridin-4-yl)oxy)pyrimidin-4-yl)amino)propane-1,3-diol NC1=NC=C(C(=N1)NC(CO)CO)OC1=CC(=NC=C1C(C)C)Br